C(C)(C)(C)OC(=O)N[C@H](C(=O)OCC#N)CC=1C(=NN(C1)C)C#N cyanomethyl (S)-2-((tert-butoxy-carbonyl)amino)-3-(3-cyano-1-meth-yl-1H-pyrazol-4-yl)propanoate